FC=1C=C(C=CC1C=1N(C=C(N1)C(F)(F)F)C(C)C)CO [3-fluoro-4-[1-isopropyl-4-(trifluoromethyl)imidazol-2-yl]phenyl]methanol